C(CC)N(C=CCCCCCCCCC)CCC N,N-di-n-propyl-N-(undecenyl)amine